ClC1=CC=C(C(=O)NC=2C=C3CN(C(C3=CC2I)=O)C2C(NC(CC2)=O)=O)C=C1 4-chloro-N-(2-(2,6-dioxopiperidin-3-yl)-6-iodo-1-oxoisoindolin-5-yl)benzamide